4-hydroxy-2,6-dimethylbenzonitrile OC1=CC(=C(C#N)C(=C1)C)C